ClC1=C2C(=NC=C1)C(=CN2)NC(OC(C)(C)C)=O tert-butyl (7-chloro-1H-pyrrolo[3,2-b]pyridine-3-yl)carbamate